C(C)(=O)C1=NN(C2=CC(=CC=C12)C(=O)O)CC(=O)OC(C)(C)C 3-acetyl-1-[2-(tert-butoxy)-2-oxoethyl]indazole-6-carboxylic acid